N-(2-(4-((3,5-difluoro-4-(trifluoromethoxy)benzyl)amino)butoxy)ethyl)-6-(oxazol-4-yl)-1H-indazol-4-amine FC=1C=C(CNCCCCOCCNC=2C=3C=NNC3C=C(C2)C=2N=COC2)C=C(C1OC(F)(F)F)F